[N+](=O)([O-])C1=C(C=CC(=C1)[N+](=O)[O-])[O-].N[N+]1=CC=C(C=C1)C(=O)OCC 1-amino-4-(ethoxycarbonyl)pyridin-1-ium 2,4-dinitrophenolate